NC=1C2=C(N=CN1)N(C=C2Br)C(C)C2=CC(=C(C(N2C2=CC=CC=C2)=O)C#N)Cl 6-(1-(4-amino-5-bromo-7H-pyrrolo[2,3-d]pyrimidin-7-yl)ethyl)-4-chloro-2-oxo-1-phenyl-1,2-dihydropyridine-3-carbonitrile